8-hydroxy-2-methylquinazolin-4(3H)one OC=1C=CC=C2C(NC(=NC12)C)=O